FC1=CC=C(C[N+]2=C3N(C(C(=C2)C2SC(C(S2)C)C)=O)C=CC=C3)C=C1 1-(4-fluorobenzyl)-3-(4,5-dimethyl-1,3-dithiolan-2-yl)-4-oxo-4H-pyrido[1,2-a]pyrimidinium